NC1CC2(CN(C2)C2=C(C=C(C=C2)NC2=NC=C(C(=N2)NC2=C(C=CC=C2)P(C)C)OC)C)C1 (2-((2-((4-(6-amino-2-azaspiro[3.3]heptane-2-yl)-3-methylphenyl)amino)-5-methoxypyrimidin-4-yl)amino)phenyl)dimethylphosphine